6-Chloro-3-(2'-chloro-4'-(trifluoromethoxy)-[1,1'-biphenyl]-4-yl)-7-methoxy-2-methylquinolin-4(1H)-one ClC=1C=C2C(C(=C(NC2=CC1OC)C)C1=CC=C(C=C1)C1=C(C=C(C=C1)OC(F)(F)F)Cl)=O